FC1(C(C1)CC(=O)OC1C(NCC1O)CC1=CC=C(C=C1)OC)F 4-hydroxy-2-[(4-methoxyphenyl)methyl]pyrrolidin-3-yl 2-(2,2-difluorocyclopropyl)acetate